tert-butyl 8-methyl-4-[2-methylsulfinyl-7-oxo-8-(3-pyridyl)pyrido[2,3-d]pyrimidin-6-yl]-2,3-dihydroquinoxaline-1-carboxylate CC=1C=CC=C2N(CCN(C12)C(=O)OC(C)(C)C)C1=CC2=C(N=C(N=C2)S(=O)C)N(C1=O)C=1C=NC=CC1